perfluoro n-propyl-ethyl ether C(CC)C(C)OF